N-(((S)-7-(3-cyano-5-fluorophenoxy)-2,2-difluoro-3-hydroxy-2,3-dihydro-1H-inden-4-yl)(fluoromethyl)(oxo)-λ6-sulfanylidene)methanesulfonamide C(#N)C=1C=C(OC=2C=CC(=C3[C@@H](C(CC23)(F)F)O)S(=NS(=O)(=O)C)(=O)CF)C=C(C1)F